2-(2-chloro-4,5-difluorophenyl)-N-[4-(4-chloro-1H-pyrazol-1-yl)-3-sulfamoylphenyl]acetamide ClC1=C(C=C(C(=C1)F)F)CC(=O)NC1=CC(=C(C=C1)N1N=CC(=C1)Cl)S(N)(=O)=O